dioleoyl-isopropyl-dimethyl-ammonium chloride [Cl-].C(CCCCCCC\C=C/CCCCCCCC)(=O)C([NH+](C)C(C)C)C(CCCCCCC\C=C/CCCCCCCC)=O